dithioarsenate [As]([S-])([O-])([O-])=S